C(C)OC(=O)C=1NC2=C(C=CC(=C2C1)NC1=CC(=C(C=C1)OC1=CC=CC=C1)Cl)F 4-((3-chloro-4-phenoxyphenyl)amino)-7-fluoro-1H-indole-2-carboxylic acid ethyl ester